6-(tert-butyl)-3-formylpicolinic acid methyl ester COC(C1=NC(=CC=C1C=O)C(C)(C)C)=O